Cl.N1=NC(=CC=C1)CN1CCNCCC1 1-(pyridazin-3-ylmethyl)-1,4-diazepane hydrochloride